COC1=C(C=C(C=C1[N+](=O)[O-])CCO)C=1C=NN(C1)C 2-(4-methoxy-3-(1-methyl-1H-pyrazol-4-yl)-5-nitrophenyl)-1-ethanol